pyridine-2,3-dicarboxylic acid calcium [Ca].N1=C(C(=CC=C1)C(=O)O)C(=O)O